CC=1C(=C2C=NNC2=CC1)C1=NC=2N(C=C1)N=C(C2)C(=O)OCC ethyl 5-(5-methyl-1H-indazol-4-yl)pyrazolo[1,5-a]pyrimidine-2-carboxylate